(3S,4R)-4-((7-(5-(1,2-difluoro-2-methylpropyl)pyridin-2-yl)-5-fluoropyrrolo[2,1-f][1,2,4]triazin-2-yl)amino)tetrahydro-2H-pyran-3-ol FC(C(C)(C)F)C=1C=CC(=NC1)C1=CC(=C2C=NC(=NN21)N[C@H]2[C@@H](COCC2)O)F